S1C2=C(C=C1)C(=CC=C2)N2CCN(CC2)CC=2C=C1C(N(C(C1=CC2)=O)N2C(NC(CC2)=O)=O)=O 5-((4-(Benzo[b]thiophen-4-yl)piperazin-1-yl)methyl)-2-(2,4-dioxotetrahydropyrimidin-1(2H)-yl)isoindoline-1,3-dione